ClC1=NC=CC2=C1CN(C2)C2=CC=C(C=C2)OCC(C)(C)O 4-chloro-2-[4-(2-hydroxy-2-methylpropoxy)phenyl]-2,3-dihydro-1H-pyrrolo[3,4-c]pyridin